methyl (tert-butoxycarbonyl)-L-threoninate C(C)(C)(C)OC(=O)N[C@@H]([C@H](O)C)C(=O)OC